2-propyl-3-methylpentanal C(CC)C(C=O)C(CC)C